C(C)C1=C(C=CC=C1)C=1C(=NC=CN1)C1=CC=C(N)C=C1 4-[3-(2-ethylphenyl)pyrazin-2-yl]aniline